2-((R)-6-fluoro-6,7-dihydro-5H-pyrrolo[1,2-c]imidazol-1-yl)-2-(7-methyl-6-(4-morpholinophenyl)-4-(trifluoromethyl)-2H-indazol-2-yl)-N-(thiazol-2-yl)acetamide F[C@@H]1CC=2N(C=NC2C(C(=O)NC=2SC=CN2)N2N=C3C(=C(C=C(C3=C2)C(F)(F)F)C2=CC=C(C=C2)N2CCOCC2)C)C1